6-(1-(azidomethyl)cyclopropyl)-1-bromo-3-(3-bromophenyl)-3-methylhexan-2-one N(=[N+]=[N-])CC1(CC1)CCCC(C(CBr)=O)(C)C1=CC(=CC=C1)Br